C(C)(C)(C)C1=CC=2C(C3=CC(=CC(=C3OC2C(=C1)P(C1=CC=CC=C1)C1=C(C=CC=C1)OC)P(C1=CC=CC=C1)C1=C(C=CC=C1)OC)C(C)(C)C)(C)C (+)-(2,7-di-tert-butyl-9,9-dimethyl-9H-xanthene-4,5-diyl)bis((2-methoxyphenyl)(phenyl)phosphine)